NC1=NC(=NC(=C1)Cl)C12CC(C1)(C2)CO (3-(4-amino-6-chloropyrimidin-2-yl)bicyclo[1.1.1]pentan-1-yl)methanol